((5-((E)-2-(5-((S)-1-(3,5-Dichloropyridin-4-yl)ethoxy)-1-(tetrahydro-2H-pyran-2-yl)-1H-indazol-3-yl)vinyl)pyridin-2-yl)imino)dimethyl-λ6-sulfanone ClC=1C=NC=C(C1[C@H](C)OC=1C=C2C(=NN(C2=CC1)C1OCCCC1)/C=C/C=1C=CC(=NC1)N=S(=O)(C)C)Cl